O=S1(CCC(CC1)NC1=C2C=C(N(C2=CC=C1)CC(F)(F)F)C#CCNC=1C=CC(=NC1)C(=O)N)=O 5-[(3-{4-[(1,1-dioxo-1λ6-thian-4-yl)amino]-1-(2,2,2-trifluoroethyl)-1H-indol-2-yl}prop-2-yn-1-yl)amino]pyridine-2-carboxamide